N-(5-(4-acetamidophenyl)thiazolo[5,4-b]pyridin-2-yl)-4-(5-fluoro-2-methoxyphenyl)-6-methylnicotinamide C(C)(=O)NC1=CC=C(C=C1)C1=CC=C2C(=N1)SC(=N2)NC(C2=CN=C(C=C2C2=C(C=CC(=C2)F)OC)C)=O